4-[3-[3-[[4-[4-Amino-3-(difluoromethyl)pyrazol-1-yl]cyclohexyl]methoxy]propoxy]propylamino]-2-(2,6-dioxo-3-piperidyl)isoindoline-1,3-dione NC=1C(=NN(C1)C1CCC(CC1)COCCCOCCCNC1=C2C(N(C(C2=CC=C1)=O)C1C(NC(CC1)=O)=O)=O)C(F)F